ClC1=C(C=CC=C1)N1C=2N(C3=C(C1=O)C=NC(=N3)S(=O)(=O)C)CCN2 6-(2-chlorophenyl)-2-(methylsulfonyl)-8,9-dihydroimidazo[1,2-a]pyrimido[5,4-e]pyrimidin-5(6H)-one